C1(CCCC1)C1=NC2=NC=NC(=C2N1)NC(C1=CC(=CC(=C1)C=1C=NN(C1)C)F)=O N-(8-cyclopentyl-7H-purin-6-yl)-3-fluoro-5-(1-methyl-1H-pyrazol-4-yl)benzamide